C1OC2(CC(=CC=C2)O1)O 1,3-(methylenedioxy)phenol